6-CHLOROIMIDAZO[1,2-B]PYRIDAZINE-3-CARBALDEHYDE ClC=1C=CC=2N(N1)C(=CN2)C=O